FC(C=1C=C(C=C(C1)C(F)(F)F)NC1=NS(C2=C1C=CC=C2)=O)(F)F 3-((3,5-bis(trifluoromethyl)phenyl)amino)benzo[d]isothiazole 1-oxide